CC(C)N1N=CC(=C1C(F)(F)F)C(=O)OCC ethyl 1-(prop-2-yl)-5-(trifluoromethyl)-1H-pyrazole-4-carboxylate